[N+](=O)([O-])C1=CC=C(C=C1)N(C1=CC2=CC=C(C=C2C=C1)CCCCCCCC)C1=CC=CC=C1 N-(4-nitrophenyl)-6-octyl-N-phenyl-naphthalen-2-amine